5-(2-((1S,6S)-6-aminocyclohex-3-en-1-yl)-5-chloro-7-((thiophen-2-ylmethyl)amino)thieno[3,2-b]pyridin-3-yl)pent-4-yn-1-ol N[C@H]1CC=CC[C@@H]1C1=C(C2=NC(=CC(=C2S1)NCC=1SC=CC1)Cl)C#CCCCO